ClC=1N=C(C(=NC1)C(=O)OC)C methyl 5-chloro-3-methylpyrazine-2-carboxylate